C(CCCCCCCCCCCCC)(=O)OCC(O)COC(CCCCCCCCCCCCC)=O 1,3-dimyristoyl-glycerol